1-[6-Bromo-1-[(4-methoxyphenyl)methyl]indazol-3-yl]ethanone BrC1=CC=C2C(=NN(C2=C1)CC1=CC=C(C=C1)OC)C(C)=O